Trans-N-(3-(5-fluoropyrimidin-2-yl)-4-methylphenyl)-3-methyl-6-azabicyclo[3.1.1]heptane-6-carboxamide FC=1C=NC(=NC1)C=1C=C(C=CC1C)NC(=O)N1C2CC(CC1C2)C